C(CCCCCC\C=C\C=C\C)CC(=O)O.CN(CC=CC(=O)NC1=NC=C(N=C1)C1=CC(=CC=C1)C(C(=O)NC=1SC(=CN1)C(C)(C)O)C)C 4-(dimethylamino)-N-(5-(3-(1-((5-(2-hydroxyprop-2-yl)thiazol-2-yl)amino)-1-oxopropan-2-yl)phenyl)pyrazin-2-yl)but-2-enamide E,E-8,10-dodecadienyl-acetate